OC/C=C/C=1C=C(C(=CC1)O)O (E)-4-(3-hydroxyprop-1-en-1-yl)benzene-1,2-diol